3-(T-BUTYLTHIO)PHENYLBORONIC ACID C(C)(C)(C)SC=1C=C(C=CC1)B(O)O